2-ethylhexyl-2-(5-methyl-2-hydroxyphenyl)benzotriazole C(C)C(CC1=CC=CC2=NN(N=C21)C2=C(C=CC(=C2)C)O)CCCC